rac-2-{[(3S,4S)-4-{6-[(4-chloro-2-fluorobenzyl)oxy]pyridin-2-yl}-3-fluoropiperidin-1-yl]methyl}-1-(2-methoxyethyl)-1H-benzimidazole-6-carboxylic acid ClC1=CC(=C(COC2=CC=CC(=N2)[C@H]2[C@@H](CN(CC2)CC2=NC3=C(N2CCOC)C=C(C=C3)C(=O)O)F)C=C1)F |r|